1-(1-amino-14,14-dimethyl-3,6,9,12-tetraoxapentadecan-15-yl)-2-butyl-1H-imidazo[4,5-c]quinolin-4-amine NCCOCCOCCOCCOCC(CN1C(=NC=2C(=NC=3C=CC=CC3C21)N)CCCC)(C)C